C1(=CC=CC=C1)N(C1=CC=C(C(=O)C=2C(OC3=C(C2O)C=CC=C3)=O)C=C1)C1=CC=CC=C1 3-[4-(diphenylamino)benzoyl]-4-hydroxy-2H-benzopyran-2-one